(S)-2-amino-3-(4-(3-amino-1-methyl-1H-pyrazol-4-yl)phenyl)propanoic acid N[C@H](C(=O)O)CC1=CC=C(C=C1)C=1C(=NN(C1)C)N